2-ethyl-4-oxo-pentanoic acid C(C)C(C(=O)O)CC(C)=O